o-(cyanomethoximino)-phenylacetonitrile C(#N)CON=C1C(C=CC=C1)CC#N